(2R)-N-(2-{1-[(4-fluorophenyl)methyl]piperidin-4-yl}ethyl)-2-methyl-4-[5-(trifluoromethyl)pyrimidin-2-yl]piperazine-1-carboxamide FC1=CC=C(C=C1)CN1CCC(CC1)CCNC(=O)N1[C@@H](CN(CC1)C1=NC=C(C=N1)C(F)(F)F)C